(S,E)-Methyl-7-(1-(2-(2-adamantylamino)-2-oxoethyl)-2-oxo-1,2-dihydropyridin-3-ylamino)-7-oxo-6-(2H-1,2,3-triazole-4-carboxamido)hept-2-enoat COC(\C=C\CC[C@@H](C(=O)NC=1C(N(C=CC1)CC(=O)NC1C2CC3CC(CC1C3)C2)=O)NC(=O)C2=NNN=C2)=O